CN1N=NC2=C1C=CC(=C2)B(O)O (1-methyl-1H-benzo[d][1,2,3]triazol-5-yl)boronic acid